SCC(CS)C(CS)CS 2,3-bis(mercaptomethyl)-1,4-butanedithiol